C(C1=CC=CC=C1)C1(C(=O)O)CC=C(C=C1)C1=NC=C2C(=NN(C2=N1)N)C 1-benzyl-4-{[amino]-3-methyl-1H-1,2,5,7-tetraazainden-6-yl}benzoic acid